FC1=C(CC2=NC(=NO2)[C@@H]2CC23CCN(CC3)S(=O)(=O)N)C=C(C=C1)C(F)(F)F (1R)-1-{5-[2-fluoro-5-(trifluoromethyl)benzyl]-1,2,4-oxadiazol-3-yl}-6-azaspiro[2.5]octane-6-sulfonamide